C(C)(=O)OCC(COC1=CC=C(C=C1)S(=O)(=O)C1=CC(=C(C(=C1)Cl)OCC(CCl)OC(C)=O)Cl)OC(C)=O 3-(4-((4-(2-acetoxy-3-chloropropoxy)-3,5-dichlorophenyl)sulfonyl)phenoxy)propane-1,2-diyl diacetate